C(C1=CC=CC=C1)NC(=O)[C@@]12NC([C@H]3[C@H]([C@@H]1N(C[C@@H]2C3)CC(C)C)CC(C)C)=O |o1:10,13,14,15,18| (3S*,3aS*,6R*,7R*,7aS*)-N-benzyl-1,7-diisobutyl-5-oxooctahydro-3aH-3,6-methanopyrrolo[3,2-b]pyridine-3a-carboxamide